4-(9-ethyl-2-(5-methyl-2H-indazol-2-yl)-8-(pyridin-4-yl)-9H-purin-6-yl)morpholine C(C)N1C2=NC(=NC(=C2N=C1C1=CC=NC=C1)N1CCOCC1)N1N=C2C=CC(=CC2=C1)C